2-phenyl-5-(p-tolyl)-1H-imidazole-4-carboxylic acid methyl ester COC(=O)C=1N=C(NC1C1=CC=C(C=C1)C)C1=CC=CC=C1